[C@@H]1([C@H](O)[C@@H](O)[C@@H](O1)[C@H](O)CO)OC[C@H]([C@H]1[C@@H]([C@H]([C@@H](O1)O[C@@H]([C@@H]([C@@H]([C@H](C=O)O)O)O)CO)O)O)O β-D-Galactofuranosyl-(1→6)-β-D-galactofuranosyl-(1→5)-D-galactose